tert-butyl-(R)-3-(4-amino-2-oxo-2,3-dihydro-1H-imidazo[4,5-c]pyridin-1-yl)piperidine C(C)(C)(C)N1C[C@@H](CCC1)N1C(NC=2C(=NC=CC21)N)=O